C1C2=C(OC1)C=CC=1CCC(C12)CCN (1,6,7,8-tetrahydro-2H-indeno[5,4-b]furan-8-yl)ethylamine